5-((2R,4S)-2-(2,5-difluorophenyl)-4-fluoropyrrolidin-1-yl)-N-(1,2,3,4-tetrahydroisoquinolin-7-yl)pyrazolo[1,5-a]Pyrimidine-3-carboxamide FC1=C(C=C(C=C1)F)[C@@H]1N(C[C@H](C1)F)C1=NC=2N(C=C1)N=CC2C(=O)NC2=CC=C1CCNCC1=C2